5-hydroxy-2-(methylthio)-3-acetyl-benzofuran [(1S)-1-(5-fluoro-2-pyridyl)ethyl]methanesulfonate tert-butyl-(1R,3R,5R)-3-ethynyl-2-azabicyclo[3.1.0]hexane-2-carboxylate C(C)(C)(C)OC(=O)N1[C@@H]2C[C@@H]2C[C@@H]1C#C.FC=1C=CC(=NC1)[C@H](C)CS(=O)(=O)O.OC=1C=CC2=C(C(=C(O2)SC)C(C)=O)C1